4-chloro-2-(methylsulfonyl)-6-(trifluoromethyl)pyrimidine ClC1=NC(=NC(=C1)C(F)(F)F)S(=O)(=O)C